C(C)(C)(C)C=1C=CC=2N(C3=CC=C(C=C3C2C1)C(C)(C)C)C1=C(C(=CC(=C1)C(C)(CC(C)(C)C)C)C1=CC(=CC(=C1)Cl)Cl)O 3-(3,6-di-tert-butyl-9H-carbazol-9-yl)-3',5'-dichloro-5-(2,4,4-trimethylpentan-2-yl)biphenyl-2-ol